CN(C(CC1=NSC(=N1)NC(=O)C1=COC(=C1)C1=CC(=CC=C1)C(F)(F)F)C)C N-(3-(2-(dimethylamino)propyl)-1,2,4-thiadiazol-5-yl)-5-(3-(trifluoromethyl)phenyl)furan-3-carboxamide